5-((1R)-1-((2-(N,S-dimethylsulfonimidoyl)phenyl)amino)ethyl)-2,7-dimethyl-3-(4-(2,2,2-trifluoroethyl)piperazin-1-yl)isoquinolin-1(2H)-one CN=S(=O)(C)C1=C(C=CC=C1)N[C@H](C)C1=C2C=C(N(C(C2=CC(=C1)C)=O)C)N1CCN(CC1)CC(F)(F)F